6-chloro-1,2-dimethyl-1H-pyrrolo[2,3-b]Pyridine ClC1=CC=C2C(=N1)N(C(=C2)C)C